C(#N)/C(/C(=O)O)=C\C1=CN(C2=NC=CC=C21)C2=C(C=CC=C2)C(F)(F)F (E)-2-cyano-3-(1-(2-(trifluoromethyl)phenyl)-1H-pyrrolo[2,3-b]pyridin-3-yl)acrylic acid